3-[6-chloro-8-[2-[(2,5-dioxopyrrolidin-1-yl)methyl]thieno[3,2-b]pyridin-7-yl]-3,4-dihydro-2H-quinolin-1-yl]azetidine-1-carboxylate ClC=1C=C2CCCN(C2=C(C1)C1=C2C(=NC=C1)C=C(S2)CN2C(CCC2=O)=O)C2CN(C2)C(=O)[O-]